3-(4-Fluoropiperidin-4-yl)-7-iodo-8-methoxy-[1,2,4]triazolo[4,3-a]pyridine FC1(CCNCC1)C1=NN=C2N1C=CC(=C2OC)I